3-((2S)-2-hydroxy-3-(8-(2-hydroxypyrimidin-5-ylsulfonyl)-1-oxa-8-azaspiro[4.5]decan-3-ylamino)propoxy)-N-methylbenzenesulfonamide O[C@H](COC=1C=C(C=CC1)S(=O)(=O)NC)CNC1COC2(C1)CCN(CC2)S(=O)(=O)C=2C=NC(=NC2)O